benzyl 4-[[3-(3,8-diazabicyclo[3.2.1]octan-8-yl)phenyl]methyl]piperazine-1-carboxylate C12CNCC(CC1)N2C=2C=C(C=CC2)CN2CCN(CC2)C(=O)OCC2=CC=CC=C2